Vinyltri(isopropoxy)silan C(=C)[Si](OC(C)C)(OC(C)C)OC(C)C